(4-cyclopropylpyridin-2-yl)-2-(2-fluorophenyl)acetonitrile C1(CC1)C1=CC(=NC=C1)C(C#N)C1=C(C=CC=C1)F